C(C)OC(=O)C=1OC2=C(C1C)C(CC(C2)C(F)(F)F)=O 3-Methyl-4-oxo-6-(trifluoromethyl)-4,5,6,7-tetrahydro-1-benzofuran-2-carboxylic acid ethyl ester